ethyl 3,5-dibromo-1-(3-hydroxy-2,2-dimethylpropyl)-1H-pyrazole-4-carboxylate BrC1=NN(C(=C1C(=O)OCC)Br)CC(CO)(C)C